3,5-dichloro-4-methylpyridine 1-oxide ClC=1C=[N+](C=C(C1C)Cl)[O-]